6-Chloro-3-[(1R)-1-[3,6-dimethyl-2-(2-methyloxazolo[4,5-b]pyridin-5-yl)-4-oxo-chromen-8-yl]ethoxy]pyridine-2-carboxamide ClC1=CC=C(C(=N1)C(=O)N)O[C@H](C)C=1C=C(C=C2C(C(=C(OC12)C1=CC=C2C(=N1)N=C(O2)C)C)=O)C